N1CC(CC1)OC1=CC=C(C=C1)O 4-pyrrolidin-3-yloxyphenol